COC1=CC2=C(NC(=N2)C2=C(C=3C(NC2=O)=CN(N3)CC)N[C@@H](C)C3=NC=CC=N3)C=C1OC (S)-6-(5,6-Dimethoxy-1H-benzo[d]imidazol-2-yl)-2-ethyl-7-((1-(pyrimidin-2-yl)ethyl)amino)-2H-pyrazolo[4,3-b]pyridin-5(4H)-one